7-(4-((2-(2-(2-aminoethoxy)ethoxy)ethyl)carbamoyl)-2,6-dimethyl-phenyl)-3-(3-(naphthalen-1-yloxy)propyl)pyrazolo[1,5-a]pyridine-2-carboxylic acid hydrochloride Cl.NCCOCCOCCNC(=O)C1=CC(=C(C(=C1)C)C1=CC=CC=2N1N=C(C2CCCOC2=CC=CC1=CC=CC=C21)C(=O)O)C